2-(dimethylamino)ethyl 4-hydroxy-3,5-dimethoxybenzoate OC1=C(C=C(C(=O)OCCN(C)C)C=C1OC)OC